4-chloro-5-(2-chloro-5-fluorophenyl)-6-(4-methoxybenzyl)-5,6-dihydro-7H-pyrrolo[3,4-b]Pyridin-7-one ClC1=C2C(=NC=C1)C(N(C2C2=C(C=CC(=C2)F)Cl)CC2=CC=C(C=C2)OC)=O